N[C@H](C(=O)OC)CCNC(=O)[C@H]1O[C@H]([C@@H]([C@@H]1O)O)N1C=C(C2=C1N=CN=C2N)C2=NN(C=C2)C methyl (2S)-2-amino-4-{[(2S,3S,4R,5R)-5-[4-amino-5-(1-methyl-1H-pyrazol-3-yl)-7H-pyrrolo[2,3-d]pyrimidin-7-yl]-3,4-dihydroxyoxolan-2-yl]formamido}butanoate